C1(CCC1)SC1=NC=CC=C1C1=CC(=C(OCC=2C(=NOC2)OCC2=CC=C(C=C2)OC)C(=C1)F)F [4-(2-cyclobutylsulfanyl-3-pyridyl)-2,6-difluoro-phenoxylmethyl]-3-[(4-methoxyphenyl)methoxy]isoxazole